BrC=1C=CC(=NC1)OCC1(CC1)C 5-bromo-2-[(1-methylcyclopropyl)methoxy]pyridine